tert-butyl N-[[4-[6-[4-[2-[4-[4-(2,6-dioxo-3-piperidyl)phenyl]-1-piperidyl]ethoxy]phenyl]pyrrolo[2,1-f][1,2,4]triazin-4-yl]-2-methyl-phenyl]methyl]carbamate O=C1NC(CCC1C1=CC=C(C=C1)C1CCN(CC1)CCOC1=CC=C(C=C1)C=1C=C2C(=NC=NN2C1)C1=CC(=C(C=C1)CNC(OC(C)(C)C)=O)C)=O